FC(S(=O)(=O)OC1=CCC(C(C1)O[Si](C)(C)C(C)(C)C)(C)C)(F)F 5-[(tert-butyldimethylsilyl) oxy]-4,4-dimethylcyclohex-1-en-1-yl trifluoromethanesulfonate